3-[3,5-di-tert-butyl-4-hydroxyphenyl]propionate C(C)(C)(C)C=1C=C(C=C(C1O)C(C)(C)C)CCC(=O)[O-]